5-(acetylaminosulfonyl)-N-[6-(5-chloro-1,3-benzoxazol-2-yl)spiro[3.3]heptan-2-yl]furan-2-carboxamide C(C)(=O)NS(=O)(=O)C1=CC=C(O1)C(=O)NC1CC2(C1)CC(C2)C=2OC1=C(N2)C=C(C=C1)Cl